C(N)(=O)C1=NC(=NC2=CC=C(C=C12)N1C[C@H](N([C@H](C1)C)C(=O)OC(C)(C)C)C)C1=CC2=CN(N=C2C(=C1OCOC)C)C tert-butyl (2R,6S)-4-{4-carbamoyl-2-[6-(methoxymethoxy)-2,7-dimethylindazol-5-yl]quinazolin-6-yl}-2,6-dimethylpiperazine-1-carboxylate